(4-hydroxy-3,5-di-t-butylphenyl)propionic acid OC1=C(C=C(C=C1C(C)(C)C)C(C(=O)O)C)C(C)(C)C